C(C)(C)NC(O[C@H]1C[C@H](CC1)C=1NN=C(C1)NC1=NC=CC(=C1)C#CC1=C(C(=CC=C1)O)C=O)=O (1R,3S)-3-[5-({4-[2-(2-formyl-3-hydroxyphenyl)ethynyl] pyridin-2-yl}amino)-2H-pyrazol-3-yl]cyclopentyl N-isopropylcarbamate